C(C)(C)(C)NC(CN(C([2H])([2H])[2H])C=1C2=C(N=C(N1)C1=NC=CC(=C1)F)CCC2)=O N-(tert-butyl)-2-((2-(4-fluoropyridin-2-yl)-6,7-dihydro-5H-cyclopenta[d]pyrimidin-4-yl)(methyl-d3)amino)acetamide